1-((3aR,6S,7aS)-8,8-dimethyl-2,2-dioxidotetrahydro-3H-3a,6-methanobenzo[c]isothiazol-1(4H)-yl)propan-1-one CC1([C@]23[C@@H](N(S(C2)(=O)=O)C(CC)=O)C[C@@H]1CC3)C